C(CN1C(=NC2=C1C=CC(=C2OC)C(=O)N)C2=C(C=CC=C2C2=NN=CN2)F)N2C(=NC1=C2C=CC(=C1OC)C(=O)N)C1=C(C=CC=C1C1=NN=CN1)F 1,1'-(Ethane-1,2-diyl)bis(2-(2-fluoro-6-(4H-1,2,4-triazol-3-yl)phenyl)-4-methoxy-1H-benzo[d]imidazole-5-carboxamide)